N-(2-(3,3-dimethyl-2-(3-fluorophenyl)cyclobut-1-en-1-yl)phenyl)acetamide CC1(C(=C(C1)C1=C(C=CC=C1)NC(C)=O)C1=CC(=CC=C1)F)C